CC=1C=C(C=CC1)C=1C(=C(C=CC1NC1=CC=CC=C1)C1=CC=C(C=C1)NC1=CC=CC=C1)C1=CC(=CC=C1)C bis(3-methylphenyl)-N,N'-diphenyl-1,1'-biphenyl-4,4'-diamine